7-chloro-3-fluoro-N-{3-fluorobicyclo[1.1.1]pentan-1-yl}-1-methylpyrrolo[2,3-c]pyridine-2-carboxamide ClC=1N=CC=C2C1N(C(=C2F)C(=O)NC21CC(C2)(C1)F)C